(2R)-2-amino-N-(4-fluoro-7-propoxy-1,3-benzothiazol-2-yl)-3-[[7-(5-methyl-1,2,4-oxadiazol-3-yl)-1-isoquinolyl]amino]propanamide N[C@@H](C(=O)NC=1SC2=C(N1)C(=CC=C2OCCC)F)CNC2=NC=CC1=CC=C(C=C21)C2=NOC(=N2)C